ClC=1C=C(C=NC1N1N=CC=N1)NC(=O)C=1C=NN(C1C(F)(F)F)C1=CN=C(C2=CC=CC=C12)Cl N-(5-chloro-6-(2H-1,2,3-triazol-2-yl)pyridin-3-yl)-1-(1-chloroisoquinolin-4-yl)-5-(trifluoromethyl)-1H-pyrazole-4-carboxamide